O=C1CC(CCC1)NC(C1=CC=CC=C1)=O N-(3-oxocyclohexyl)benzamide